C(C)N1C(CCC1)C=CC(=O)Cl 3-(1-ethylpyrrolidin-2-yl)acryloyl chloride